CC=1C=C(C=CC1OC1=CC2=C(N(C=N2)C)C=C1)NC1=NC=NC2=CC=C(C=C12)OCCNC(C=C)=O N-(2-((4-((3-methyl-4-((1-methyl-1H-benzo[d]imidazol-5-yl)oxy)phenyl)amino)quinazolin-6-yl)oxy)ethyl)acrylamide